CC=1C(=C(C=2CC3=CC=CC=C3C2C1)C1=C(C(=NN=N1)C=1C(=C(C=CC1)C=1C(=CC=CC1)C1=CC=CC=C1)C1=CC=CC=2OC3=C(C21)C=CC=C3)C3=CC=CC=C3)C [(dimethylfluorenyl)phenyltriazinyl](dibenzofuranyl)terbenzene